(triphenylenyl)(dibenzofuranyl)carbazole C1(=CC=CC=2C3=CC=CC=C3C3=CC=CC=C3C12)C1=C(C=2NC3=CC=CC=C3C2C=C1)C1=CC=CC=2OC3=C(C21)C=CC=C3